(2-hydroxyethyl)-4-methyl-5-[2-(trifluoromethyl)phenyl]-1H-pyrrole-3-carboxylic acid OCCN1C=C(C(=C1C1=C(C=CC=C1)C(F)(F)F)C)C(=O)O